tert-butyl 2-(diethoxyphosphoryl)-3-(3-(4-(1,1-difluoropentyl)phenyl)-1,2,4-oxadiazol-5-yl)propanoate C(C)OP(=O)(OCC)C(C(=O)OC(C)(C)C)CC1=NC(=NO1)C1=CC=C(C=C1)C(CCCC)(F)F